(R)-3-((1R,3R)-6-fluoro-1-(6-fluoro-3-(2-((3-fluoropropyl)amino)ethoxy)-2-methylphenyl)-3-methyl-1,3,4,9-tetrahydro-2H-pyrido[3,4-b]indol-2-yl)-2-methylpropionic acid FC=1C=C2C3=C(NC2=CC1)[C@H](N([C@@H](C3)C)C[C@H](C(=O)O)C)C3=C(C(=CC=C3F)OCCNCCCF)C